1-(4-(tertiary butyl)phenyl)-1H-pyrrole-2,5-dione C(C)(C)(C)C1=CC=C(C=C1)N1C(C=CC1=O)=O